FC=1C(=NC=C(C(=O)OC)C1)N[C@H](C)C1=CC=CC=C1 Methyl (R)-5-fluoro-6-((1-phenylethyl)amino)nicotinate